C(OOCCC(=O)[O-])(=O)[O-] dioxaadipate